N-[2-(1-methylpyrrolidin-2-yl)imidazo[1,2-a]pyridin-6-yl]-4-(1,2,4-oxadiazol-3-yl)benzamide CN1C(CCC1)C=1N=C2N(C=C(C=C2)NC(C2=CC=C(C=C2)C2=NOC=N2)=O)C1